5-[(3S,5R)-4-tert-butoxycarbonyl-3,5-dimethyl-piperazin-1-yl]pyrazino[2,3-d]pyridazine-8-carboxylic acid C(C)(C)(C)OC(=O)N1[C@H](CN(C[C@H]1C)C1=C2C(=C(N=N1)C(=O)O)N=CC=N2)C